C(C)(C)(C)OC(=O)N1[C@H](CN([C@@H](C1)C)C(C(C)C)=O)C1=CC(=C(C=C1)F)Cl.ClC=1C=C(C=CC1F)C1NC[C@H](N(C1)C(C(C)C)=O)C 1-((2R)-5-(3-chloro-4-fluorophenyl)-2-methylpiperazin-1-yl)-2-methylpropan-1-one tert-Butyl-(2S,5R)-2-(3-chloro-4-fluoro-phenyl)-5-methyl-4-(2-methylpropanoyl)piperazine-1-carboxylate